(S)-5-(2-chlorophenyl)-3,4-dihydro-2H-pyrrole-2-carboxylic acid methyl ester COC(=O)[C@H]1N=C(CC1)C1=C(C=CC=C1)Cl